6-(4-cyclopropoxy-3-nitrophenyl)-2-oxa-6-azaspiro[3.3]heptane C1(CC1)OC1=C(C=C(C=C1)N1CC2(COC2)C1)[N+](=O)[O-]